COC(=O)C=1C=CC2=C(N(C(=N2)CCl)CC2CC23CC3)C1 2-(chloromethyl)-1-(spiro[2.2]pentan-1-ylmethyl)-1H-Benzo[d]imidazole-6-carboxylic acid methyl ester